C1(CC1)C=1C=C(C=NC1)C(=O)NN 5-cyclopropylpyridine-3-carbohydrazide